FC=1C=C(C=CC1F)[C@@H]1[C@@H](O[C@@]([C@H]1C)(C(F)(F)F)C)C(=O)NC1=CC(=NC=C1)C(=O)N (2R,3R,4S,5S)-4-[[3-(3,4-Difluorophenyl)-4,5-dimethyl-5-(trifluoromethyl)tetrahydrofuran-2-carbonyl]amino]pyridin-2-carboxamid